1-(tert-Butoxycarbonyl)-3-(2-cyclopentylphenyl)azetidine-3-carboxylic acid C(C)(C)(C)OC(=O)N1CC(C1)(C(=O)O)C1=C(C=CC=C1)C1CCCC1